CN1N=CC(=C1)C=1C=CC=2N(C1)N=CC2N2CCNC(CC2)=O 1-(6-(1-methyl-1H-pyrazol-4-yl)pyrazolo[1,5-a]pyridin-3-yl)-1,4-diazepan-5-one